2-((2S,4S)-1-acryloyl-4-(6-fluoro-8-methyl-4-(2-methyl-1H-imidazol-1-yl)-7-phenyl-1H-[1,2,3]triazolo[4,5-c]quinolin-1-yl)piperidin-2-yl)acetonitrile C(C=C)(=O)N1[C@@H](C[C@H](CC1)N1N=NC=2C(=NC=3C(=C(C(=CC3C21)C)C2=CC=CC=C2)F)N2C(=NC=C2)C)CC#N